C[C@H](C#C)N1C(NCCC1)=O (R)-1-(but-3-yn-2-yl)tetrahydropyrimidin-2(1H)-one